Methyl (4S)-4-[[[3-(3,5-difluorophenyl)-5-methyl-4H-1,2-oxazol-5-yl]carbonyl]amino]cyclopenten-1-carboxylat FC=1C=C(C=C(C1)F)C1=NOC(C1)(C)C(=O)N[C@H]1CC=C(C1)C(=O)OC